Cl.C1(CC1)N1CC(NCC1)C1=CC=C(C(=O)OC)C=C1 Methyl 4-(4-cyclopropylpiperazin-2-yl)benzoate hydrochloride